3-(3',5'-di-methyl-4'-hydroxyphenyl)propionic hydrazide CC=1C=C(C=C(C1O)C)CCC(=O)NN